6,6-bis((7,7,8,8,8-pentafluorooctyl)oxy)hexanenitrile FC(CCCCCCOC(CCCCC#N)OCCCCCCC(C(F)(F)F)(F)F)(C(F)(F)F)F